bis-[4-(dodecanesulfonyloxy)phenyl]urea C(CCCCCCCCCCC)S(=O)(=O)OC1=CC=C(C=C1)NC(NC1=CC=C(C=C1)OS(=O)(=O)CCCCCCCCCCCC)=O